C(#N)C=1C=C2C(=NC1N1CCC3(CN(C3)C(=O)OC(C)(C)C)C1)CC(OC2)(C)C tert-butyl 7-(3-cyano-7,7-dimethyl-5,8-dihydropyrano[4,3-b]pyridin-2-yl)-2,7-diazaspiro[3.4]octane-2-carboxylate